C1(CCCCC1)NC(=S)N1CCC(CC1)CN1[C@H]([C@H]([C@@H]([C@H](C1)O)O)O)CO N-cyclohexyl-4-(((2S,3R,4R,5S)-3,4,5-trihydroxy-2-(hydroxymethyl)piperidin-1-yl)methyl)piperidine-1-carbothioamide